FC1=CC=C(C=C1)C1=CC=C(S1)CC=1C=C(C=CC1C)[C@H]1[C@H](O)[C@@H](O)[C@H](O)[C@H](O1)CO (1S)-1,5-anhydro-1-[3-[[5-(4-fluorophenyl)-2-thienyl]-methyl]-4-methylphenyl]-D-glucitol